tert-butyl ((2-chloro-5-fluoropyridin-3-yl)methyl)(methyl)carbamate ClC1=NC=C(C=C1CN(C(OC(C)(C)C)=O)C)F